Racemic-12-(2,6-dimethylphenyl)-15-oxa-8λ6-thia-1,9,11,18,25-pentaazapentacyclo[14.7.1.13,7.110,14.017,22]hexacosa-3,5,7(26),10(25),11,13,17,19,21-nonaene-2,8,8-trione CC1=C(C(=CC=C1)C)C1=NC=2NS(C=3C=CC=C(C(N4CC5=CC=CN=C5[C@H](OC(=C1)N2)C4)=O)C3)(=O)=O |r|